COC1=C(C=CC(=N1)C1=CC=C(N=N1)N(C1CC2CCC(C1)N2C(=O)OC(C)(C)C)C)C=2N=NN(C2)C tert-butyl 3-({6-[6-methoxy-5-(1-methyl-1,2,3-triazol-4-yl)pyridin-2-yl] pyridazin-3-yl}(methyl)amino)-8-azabicyclo[3.2.1]octane-8-carboxylate